C(CCC)C=1C(N(C2=CC=CC=C2C1O)C)=O 3-butyl-4-hydroxy-1-methyl-2(1h)-quinolinone